Chlorodiphenyl-phosphine ClP(C1=CC=CC=C1)C1=CC=CC=C1